C(CC1=CC=CC=C1)[NH-] phenethyl-amide